[5-(trifluoromethyl)thiazol-4-yl]methanol FC(C1=C(N=CS1)CO)(F)F